bis[(diisopropyl-amino)silyl]selenide C(C)(C)N(C(C)C)[SiH2][Se][SiH2]N(C(C)C)C(C)C